FC(CNC1=NN2C(C=N1)=C(C=C2)C=2C=C1N=CC=NC1=CC2)(C)C N-(2-fluoro-2-methylpropyl)-5-(quinoxalin-6-yl)pyrrolo[2,1-f][1,2,4]triazin-2-amine